C(C)C(C#N)CC 2-ethylbutanenitrile